NC1CCN(CC1)C1=NC=C(C(=C1C#N)C1=CC(=C(C=C1)C#N)F)Br 2-(4-aminopiperidin-1-yl)-5-bromo-4-(4-cyano-3-fluorophenyl)pyridine-3-carbonitrile